NC1=C(SC=2N=C(N=C(C21)C)C)C(=O)NC2CC=1C=CC(=NC1CC2)N2CC(C(C2)OC(COC)C)N 5-amino-N-(2-{3-amino-4-[(1-methoxypropan-2-yl)oxy]pyrrolidin-1-yl}-5,6,7,8-tetrahydroquinolin-6-yl)-2,4-dimethylthieno[2,3-d]pyrimidine-6-carboxamide